CN(C1=CC=C(CCNC(C2=C(C=CC(=C2)F)C(=O)N2CCC(CC2)OC2=NC=C(C=C2)C2=CC(=CC=C2)OC(F)(F)F)=O)C=C1)C N-(4-(dimethylamino)phenethyl)-5-fluoro-2-(4-((5-(3-(trifluoromethoxy)phenyl)pyridin-2-yl)oxy)piperidine-1-carbonyl)benzamide